4-(2-hydroxyethyl)-1,3-thiazolidine OCCC1NCSC1